C12OCCN(C2C1)C(=O)N1CC2(CCCC2)C(CC1)(O)CN1C=NC(=CC1=O)C1=CC=CC=C1 3-((7-(2-Oxa-5-azabicyclo[4.1.0]heptane-5-carbonyl)-10-hydroxy-7-azaspiro[4.5]decan-10-yl)methyl)-6-phenylpyrimidin-4(3H)-one